C1(CC1)N1C=C(C(C2=CC(=C(C=C12)N1C=NC(=C1)C(=O)N)F)=O)CN(CC1=CC(=NC=C1)C)[C@@H]1CN(CCC1)C=1C=NC(=CC1)C 1-[1-cyclopropyl-6-fluoro-3-({[(3S)-1-(6-methylpyridin-3-yl)piperidin-3-yl][(2-methylpyridin-4-yl)methyl]amino}methyl)-4-oxo-1,4-dihydroquinolin-7-yl]-1H-imidazole-4-carboxamide